(R)-2-(4-fluoro-2-methyl-phenoxy)-N-[3-(methylsulfonyl)phenyl]5-(trifluoromethyl)pyridine-3-carboxamide FC1=CC(=C(OC2=NC=C(C=C2C(=O)NC2=CC(=CC=C2)S(=O)(=O)C)C(F)(F)F)C=C1)C